C1N[C@@H](CC=2C3=CC=CC=C3NC12)C(=O)O (3S)-1,2,3,4-tetrahydro-beta-carboline-3-carboxylic acid